C(C1=CC=CC=C1)OC(NC=1C(N(C=CC1)C=1SC=CN1)=O)=O benzyl(2-oxo-1-(thiazol-2-yl)-1,2-dihydropyridin-3-yl)carbamate